C(C)(C)(C)C1=CC(=CC2=CC3=CC=CC=C3C=C12)B(O)O (4-(tert-butyl)anthracen-2-yl)boronic acid